O=C1NC(CC[C@H]1N1C(C2=CC=C(C=C2C1=O)N1CCN[C@@H]2CCCC[C@@H]12)=O)=O |&1:6| rac-trans-2-(2,6-dioxopiperidin-3-yl)-5-(octahydroquinoxalin-1(2H)-yl)isoindoline-1,3-dione